laurylmethylglucose C(CCCCCCCCCCC)[C@@](C(=O)C)(O)[C@@H](O)[C@H](O)[C@H](O)CO